C(C)(=O)OC1=C(C=CC(=C1)C(F)(F)F)C1=C(N=C(N=N1)N[C@H]1CNCCC1)C (3R)-3-({6-[2-(acetyloxy)-4-(trifluoromethyl)phenyl]-5-methyl-1,2,4-triazin-3-yl}amino)piperidine